3,6-dimethyl-2-methylsulfinyl-quinoline-4-carbonitrile CC=1C(=NC2=CC=C(C=C2C1C#N)C)S(=O)C